5-(2-methyl-1-(tetrahydro-2H-pyran-4-yl)-1H-imidazo[4,5-b]pyridin-6-yl)-N-((1-(trifluoromethyl)cyclopropyl)methyl)pyrrolo[2,1-f][1,2,4]triazin-2-amine CC=1N(C=2C(=NC=C(C2)C=2C=CN3N=C(N=CC32)NCC3(CC3)C(F)(F)F)N1)C1CCOCC1